O=C(C=CC=1C=C(C=CC1)NC(=O)C1=C(C=CC=C1)C1=C(C(=O)O)C=CC=C1)C1=CC=CC=C1 2-[2-[[3-(3-Oxo-3-phenylprop-1-enyl)phenyl]carbamoyl]phenyl]benzoic acid